tert-butyl (3-chlorophenyl)(2-cyano-2-((6-(methylsulfonyl)isoquinolin-4-yl)amino)ethyl)carbamate ClC=1C=C(C=CC1)N(C(OC(C)(C)C)=O)CC(NC1=CN=CC2=CC=C(C=C12)S(=O)(=O)C)C#N